1-(5-chloropyridin-2-yl)-4-oxocyclohexanecarbonitrile ClC=1C=CC(=NC1)C1(CCC(CC1)=O)C#N